3-(5-(difluoromethyl)-1,3,4-thiadiazol-2-yl)-8-(4-hydroxy-4-(trifluoromethyl)piperidin-1-yl)-N-(3-methyloxetan-3-yl)imidazo[1,5-a]pyridine-6-sulfonamide FC(C1=NN=C(S1)C1=NC=C2N1C=C(C=C2N2CCC(CC2)(C(F)(F)F)O)S(=O)(=O)NC2(COC2)C)F